O=C1NC(CCC1NC1=CC(=C(C=C1OC)C1CCNCC1)F)=O 4-[4-[(2,6-dioxopiperidin-3-yl)amino]-2-fluoro-5-methoxyphenyl]piperidin